[4-[[8-[4-[5-(1-methylcyclopropoxy)-1H-indazol-3-yl]-2-pyridinyl]-5-oxa-2,8-diazaspiro[3.5]non-2-yl]methyl]-1-piperidinyl]isoindoline-1,3-dione CC1(CC1)OC=1C=C2C(=NNC2=CC1)C1=CC(=NC=C1)N1CCOC2(CN(C2)CC2CCN(CC2)N2C(C3=CC=CC=C3C2=O)=O)C1